N-[(1R)-2-(tert-butoxy)-1-{5-[3-({6-cyclopropanecarboxamido-3-[(2H3)methylcarbamoyl]pyridazin-4-yl}amino)-2-methoxyphenyl]-1,2,4-oxadiazol-3-yl}ethyl]carbamic acid tert-butyl ester C(C)(C)(C)OC(N[C@@H](COC(C)(C)C)C1=NOC(=N1)C1=C(C(=CC=C1)NC1=C(N=NC(=C1)NC(=O)C1CC1)C(NC([2H])([2H])[2H])=O)OC)=O